C(#N)C1=NC=CC(=N1)C=1C=CC=C2C=NC=NC12 8-(2-cyanopyrimidin-4-yl)quinazolin